BrC=1C2=CN(N=C2C(=C(C1C(F)(F)F)F)N)C1OCCCC1 4-bromo-6-fluoro-2-(tetrahydro-2H-pyran-2-yl)-5-(trifluoromethyl)-2H-indazol-7-amine